N-[[(3S,5S)-4,4-difluoro-5-methyl-3-piperidinyl]methyl]methanesulfonamide FC1([C@@H](CNC[C@@H]1C)CNS(=O)(=O)C)F